CN([C@H]1[C@H](CNC1)O)C (3S,4R)-4-(dimethylamino)pyrrolidin-3-ol